N1C[C@@H](CC1)OC1=CC=CC(=N1)N1N(C(C2=CN=C(N=C12)NC=1C=C2C=NN(C2=CC1)C)=O)CC=C 1-{6-[(R)-3-pyrrolidinyloxy]-2-pyridyl}-2-allyl-6-(1-methyl-1H-indazol-5-ylamino)-1,2-dihydro-3H-1,2,5,7-tetraazainden-3-one